5-[1-(3,5-dichlorophenyl)-3-(2,2-dimethyl-3-oxo-piperazine-1-carbonyl)-4,5-dihydrobenzo[g]indazol-8-yl]pyridine-3-carboxamide ClC=1C=C(C=C(C1)Cl)N1N=C(C=2CCC3=C(C12)C=C(C=C3)C=3C=C(C=NC3)C(=O)N)C(=O)N3C(C(NCC3)=O)(C)C